5-chloro-3-(2,2-difluoroethoxy)-2-fluoropyridine ClC=1C=C(C(=NC1)F)OCC(F)F